tert-butyl 4-(4-methyl-1-(oxetan-3-yl)-1H-pyrazol-5-yl)piperidine-1-carboxylate CC=1C=NN(C1C1CCN(CC1)C(=O)OC(C)(C)C)C1COC1